[Si](C1=CC=CC=C1)(C1=CC=CC=C1)(C(C)(C)C)OCC1CCC(CC1)C1=CC=C(C=N1)C1=NC=2C=CC3=C(C2C=C1)C1=C(S3)C(N[C@@H](CN1)C)=O (R)-3-(6-(4-(((tert-butyldiphenylsilyl)oxy)methyl)cyclohexyl)pyridin-3-yl)-10-methyl-9,10,11,12-tetrahydro-8H-[1,4]diazepino[5',6':4,5]thieno[3,2-f]quinolin-8-one